di(p-tert-butylphenyl) phenyl phosphate P(=O)(OC1=CC=C(C=C1)C(C)(C)C)(OC1=CC=C(C=C1)C(C)(C)C)OC1=CC=CC=C1